[Si](C)(C)(C(C)(C)C)OC(CC(=O)SCCOP(=O)(OCCSC(CC(C)(O[Si](C)(C)C(C)(C)C)C)=O)C(C1=CC2=C(SC(=C2)C(=O)OC2=C(C(=C(C(=C2F)F)F)F)F)C=C1)(F)F)(C)C perfluorophenyl 5-((bis(2-((3-((tert-butyldimethylsilyl) oxy)-3-methylbutanoyl) thio)ethoxy) phosphoryl) difluoromethyl)benzo[b]thiophene-2-carboxylate